N1CC(C1)C1=CC2=C(N=NC(=C2)C2=C(C=CC=C2)O)N1 2-(6-(azetidin-3-yl)-7H-pyrrolo[2,3-c]pyridazin-3-yl)phenol